BrC1=CSC2=C1N=C(N=C2N(C(OC(C)(C)C)=O)CC=2SC=CC2)Cl tert-butyl N-(7-bromo-2-chloro-thieno[3,2-d]pyrimidin-4-yl)-N-(2-thienylmethyl)carbamate